N1[C@@H](CCCC1)CNC1=CC=C(C=N1)C(=O)OC(C)(C)C tert-butyl 6-({[(2S)-piperidin-2-yl]methyl}amino)pyridine-3-carboxylate